C(C)(=O)C=1C=C2C(N(C(C2=CC1)(OCC1CC1)C1=CC=C(C=C1)Cl)CC1=NC=C(C#N)C=C1)=O 6-((5-acetyl-1-(4-chlorophenyl)-1-(cyclopropylmethoxy)-3-oxoisoindolin-2-yl)methyl)nicotinonitrile